2-Ethylhexyl (±)-alaninate N[C@@H](C)C(=O)OCC(CCCC)CC |r|